C(C)N(CCN(CCOC(=O)OC(CCCCCCC(C(=O)[O-])(CCCCCCCC)CCCCCCCC)CCCCCCC(C(=O)[O-])(CCCCCCCC)CCCCCCCC)CC)CC 7-(((2-((2-(Diethylamino)ethyl)(ethyl)amino)ethoxy)carbonyl)oxy)tridecane-1,13-diylbis(2-octyldecanoate)